6-(2-(2,6-dioxopiperidin-3-yl)-1,3-dioxoisoindolin-5-yloxy)hexanoic acid O=C1NC(CCC1N1C(C2=CC=C(C=C2C1=O)OCCCCCC(=O)O)=O)=O